C(C)(C)(C)OC(=O)N1C(CN(CC1C)C1=CC(=C(C=C1)[N+](=O)[O-])O)C 4-(3-hydroxy-4-nitrophenyl)-2,6-dimethyl-piperazine-1-carboxylic acid tert-butyl ester